ClC1=CC(=C(CC2(CCC2)CN)C=C1)C (1-(4-chloro-2-methylbenzyl)cyclobutyl)methanamine